CC(C)C(CC[C@@H](C)[C@H]1CC[C@H]2[C@@H]3CC[C@@H]4CC(CC[C@]4(C)[C@H]3CC[C@]12C)=O)=O 5beta-Cholestane-3,24-dione